2,2-difluorobutyl (2R,3S,5R)-2-((((1S,3S,6R)-6-(5-fluoropyrimidin-2-yl)bicyclo[4.1.0]heptan-3-yl)oxy)methyl)-5-methyl-3-(methylsulfonamido)pyrrolidine-1-carboxylate FC=1C=NC(=NC1)[C@]12CC[C@@H](C[C@@H]2C1)OC[C@@H]1N([C@@H](C[C@@H]1NS(=O)(=O)C)C)C(=O)OCC(CC)(F)F